CS(=O)(=O)C[Li] ((Methylsulfonyl)methyl)lithium